C1(C=CC(N1CCCC(=O)ON1C(C(CC1=O)S(=O)(=O)O)=O)=O)=O N-gamma-maleimidobutyryloxysulfosuccinimide